1,4-diazido-2-butanol N(=[N+]=[N-])CC(CCN=[N+]=[N-])O